C(C)(C)(C)OC(CNC(C[C@H]1C=2N(C3=C(C(=N1)C1=CC=C(C=C1)Cl)C(=C(S3)C)C)C(=NN2)C)=O)=O (S)-(2-(4-(4-chlorophenyl)-2,3,9-trimethyl-6H-thieno[3,2-f][1,2,4]triazolo[4,3-a][1,4]diazepin-6-yl)acetyl)glycine tert-butyl ester